rac-(9H-fluoren-9-yl)methyl ((1R,2R,3R,4S)-3-isopropylbicyclo[2.2.1]heptan-2-yl)carbamate C(C)(C)[C@H]1[C@@H]([C@@H]2CC[C@H]1C2)NC(OCC2C1=CC=CC=C1C=1C=CC=CC21)=O |r|